8-acetyl-6-methyl-2-morpholino-3H-quinazolin-4-one C(C)(=O)C=1C=C(C=C2C(NC(=NC12)N1CCOCC1)=O)C